[4-[6-(4-benzyloxy-3,3-difluoro-butyl)pyrrolo[2,1-f][1,2,4]triazin-4-yl]-2-methyl-phenyl]methanamine HCl salt Cl.C(C1=CC=CC=C1)OCC(CCC=1C=C2C(=NC=NN2C1)C1=CC(=C(C=C1)CN)C)(F)F